bis(naphthalen-2-yl)-9H,9'H-3,3'-bicarbazole C1=C(C=CC2=CC=CC=C12)N1C2=CC=CC=C2C=2C=C(C=CC12)C=1C=CC=2N(C3=CC=CC=C3C2C1)C1=CC2=CC=CC=C2C=C1